3-((1r,4s)-4-(3-bromo-2-methylphenoxy)cyclohexyl)propan-1-ol BrC=1C(=C(OC2CCC(CC2)CCCO)C=CC1)C